2-Chloro-4-((3S)-8-(6-(4-((4-(3-((2,6-dioxopiperidin-3-yl)amino)phenyl)piperazin-1-yl)methyl)piperidine-1-carbonyl)pyridin-3-yl)-3-methyl-2,8-diazaspiro[4.5]decan-2-yl)benzonitrile ClC1=C(C#N)C=CC(=C1)N1CC2(C[C@@H]1C)CCN(CC2)C=2C=NC(=CC2)C(=O)N2CCC(CC2)CN2CCN(CC2)C2=CC(=CC=C2)NC2C(NC(CC2)=O)=O